2-[4-[7-(3-fluoro-2-methoxy-phenyl)-2-[[(2S)-1-methylpyrrolidin-2-yl]methoxy]-6,8-dihydro-5H-pyrido[3,4-d]pyrimidin-4-yl]piperazin-2-yl]acetonitrile FC=1C(=C(C=CC1)N1CC=2N=C(N=C(C2CC1)N1CC(NCC1)CC#N)OC[C@H]1N(CCC1)C)OC